3-[N,N-dimethyl (3-palmitoylaminopropyl)ammonio]-propanesulfonate C[N+](C)(CCCS(=O)(=O)[O-])CCCNC(CCCCCCCCCCCCCCC)=O